C1(CCCCC1)(C(=O)OCC)C(=O)OCC diethyl 1,1-cyclohexanedicarboxylate